4-(2,2-dideutero-2-hydroxyethylsulfonamido)-N-(7-(3,3-difluoroazetidin-1-yl)pyrazolo[1,5-a]pyridin-5-yl)-2-(6-azaspiro[2.5]oct-6-yl)benzamide [2H]C(CS(=O)(=O)NC1=CC(=C(C(=O)NC2=CC=3N(C(=C2)N2CC(C2)(F)F)N=CC3)C=C1)N1CCC3(CC3)CC1)(O)[2H]